3-[5-[7-[[1-(4-nitrophenyl)-4-piperidyl]methyl]-2,7-diazaspiro[3.4]octan-2-yl]-1-oxo-isoindolin-2-yl]piperidine-2,6-dione [N+](=O)([O-])C1=CC=C(C=C1)N1CCC(CC1)CN1CCC2(CN(C2)C=2C=C3CN(C(C3=CC2)=O)C2C(NC(CC2)=O)=O)C1